Acrylacrylate C(=O)(C=C)OC(C=C)=O